NC=1C=2N(C=CN1)C(=NC2C2=CC(=C(C=C2)NC(OC(C)(C)C)=O)OC)C=2C=NN(C(C2)=O)C tert-Butyl (4-(8-amino-3-(1-methyl-6-oxo-1,6-dihydropyridazin-4-yl)imidazo[1,5-a]pyrazin-1-yl)-2-methoxyphenyl)carbamate